(S)-6-chloro-2-(5-(1,2-dimeth-oxyethyl)-4H-1,2,4-triazol-3-yl)-5-methoxy-1-methyl-3-(1H-pyrazol-4-yl)-1H-pyrrolo[3,2-b]pyridine ClC=1C=C2C(=NC1OC)C(=C(N2C)C2=NN=C(N2)[C@@H](COC)OC)C=2C=NNC2